FC1=CC=CC2=C1N(C(=N2)C2=NSN=C2C)CC=2C=NC=CC2 3-[7-fluoro-1-(pyridin-3-ylmethyl)benzimidazol-2-yl]-4-methyl-1,2,5-thiadiazole